ClC=1C=C(C=2C(N1)=C(N(N2)COCC[Si](C)(C)C)NCC)C=O C5-chloro-3-(ethylamino)-2-((2-(trimethylsilyl)ethoxy)methyl)-2H-pyrazolo[4,3-b]pyridine-7-carbaldehyde